NC=1C2=C(N=CN1)N(C(=C2C2=CC(=C(C=C2)OC2=NC=CC(=N2)C)Cl)C2=CC=C(C=C2)NC(C(=C)C)=O)C N-(4-(4-amino-5-(3-chloro-4-((4-methylpyrimidin-2-yl)oxy)phenyl)-7-methyl-7H-pyrrolo[2,3-d]pyrimidin-6-yl)phenyl)methacrylamide